BrC1=C(C2=C(OCC(N2)=O)N=C1)OC 7-bromo-8-methoxy-1H-pyrido[2,3-b][1,4]oxazin-2(3H)-one